BrC1=C(C(=C(N)C(=C1)C)C)Cl 4-bromo-3-chloro-2,6-dimethylaniline